(S)-N-(3-(1-((2-ethyl-2H-pyrazolo[3,4-b]pyrazin-6-yl)amino)ethyl)phenyl)-2-(5-(trifluoromethyl)pyridin-2-yl)acetamide C(C)N1N=C2N=C(C=NC2=C1)N[C@@H](C)C=1C=C(C=CC1)NC(CC1=NC=C(C=C1)C(F)(F)F)=O